2-(2-hydroxyethoxy)-2'-(2-(2-hydroxyethoxy)-ethoxy)-6,6'-diphenyl-1,1'-binaphthyl OCCOC1=C(C2=CC=C(C=C2C=C1)C1=CC=CC=C1)C1=C(C=CC2=CC(=CC=C12)C1=CC=CC=C1)OCCOCCO